(E)-2-(5-chlorothiophene-2-yl)vinyl-sulfonyl chloride ClC1=CC=C(S1)/C=C/S(=O)(=O)Cl